4-aminocyclohexane-1-carboxylic acid methyl ester hydrochloride Cl.COC(=O)C1CCC(CC1)N